4-((1-(4-(2-(3-aminopyrazin-2-yl)-5-(2-cyclopropyl-2H-1,2,3-triazol-4-yl)-3H-imidazo[4,5-b]pyridin-3-yl)benzyl)piperidin-4-yl)amino)pyrimidine-2-carbonitrile NC=1C(=NC=CN1)C1=NC=2C(=NC(=CC2)C2=NN(N=C2)C2CC2)N1C1=CC=C(CN2CCC(CC2)NC2=NC(=NC=C2)C#N)C=C1